2-Caren C12C=C(CCC1C2(C)C)C